3-Amino-5-bromo-N-(4-(chlorodifluoromethoxy)phenyl)-4-(methylamino)benzamide NC=1C=C(C(=O)NC2=CC=C(C=C2)OC(F)(F)Cl)C=C(C1NC)Br